isostearamidopropyldimethylaminoacetate C(CCCCCCCCCCCCCCC(C)C)(=O)NCCCOC(CN(C)C)=O